Cl.N[C@@H](C)C1=CC2=NC(=CC(=C2S1)NCC=1OC=CC1)Cl 2-[(1S)-1-aminoethyl]-5-chloro-N-[(furan-2-yl)methyl]thieno[3,2-b]pyridin-7-amine hydrochloride